8-cyclopentyl-7-oxo-2-((4-(piperidin-4-yl)phenyl)amino)-7,8-dihydropyrido[2,3-d]pyrimidine-6-carbonitrile C1(CCCC1)N1C(C(=CC2=C1N=C(N=C2)NC2=CC=C(C=C2)C2CCNCC2)C#N)=O